4-((6-chloro-4-fluoropyridin-3-yl)ethynyl)-N-(2-morpholinoethyl)aniline ClC1=CC(=C(C=N1)C#CC1=CC=C(NCCN2CCOCC2)C=C1)F